BrC1=NC(=NC(=C1C)N1CCC(CC1)OC=1C=NC(=CC1)OC)C(=O)O 4-bromo-6-(4-((6-methoxypyridin-3-yl)oxy)piperidin-1-yl)-5-methylpyrimidine-2-carboxylic acid